C(C)(C)(C)OC(=O)N1CCN(CC1)C1=NC=NC(=C1C=C)C.COC=1C=C(C=CC1)CC(=O)NN 3-methoxyphenylacetyl-hydrazine Tert-Butyl-4-(6-methyl-5-vinylpyrimidin-4-yl)piperazine-1-carboxylate